NCCCC(=O)NC=1N=C(N(C1)C)C(=O)OCC ethyl 4-(4-aminobutanamido)-1-methylimidazole-2-carboxylate